NC=1C2=C(N=CN1)N(C(=C2C2=CC=C(C=C2)OC2=CC=CC=C2)C#CC2(CCN(CC2)C(C(=C)C)=O)O)C 1-(4-((4-amino-7-methyl-5-(4-phenoxyphenyl)-7H-pyrrolo[2,3-d]pyrimidin-6-yl)ethynyl)-4-hydroxypiperidin-1-yl)-2-methylprop-2-en-1-one